tert-butyl 4-(2-butyl-1-{[1-(2-methoxyethyl)hexahydropyridin-4-yl] methyl}-4-(tert-butylamino)thieno[3,2-b]imidazo[4,5-d]pyridin-7-yl)hexahydropyridine-1-carboxylate C(CCC)C1=NC=2C(=C3C(=NC2NC(C)(C)C)C=C(S3)C3CCN(CC3)C(=O)OC(C)(C)C)N1CC1CCN(CC1)CCOC